C(C)C1=NC=2C(=NC(=CC2C)C)N1CC=1C=CC(=NC1)C1=C(SC(=C1)C1=C(C=CC=C1)C)S(=O)(=O)NC(OCCCC)=O Butyl (3-(5-((2-ethyl-5,7-dimethyl-3H-imidazo[4,5-b]pyridin-3-yl) methyl) pyridin-2-yl)-5-(o-tolyl)thiophen-2-yl)sulfonylcarbamate